C1=CCCC1 (3S)-cyclopent-1-en